5-bromo-2-cyclopropyl-1H-pyrrolo[3,2-b]pyridine-3-carbonitrile BrC1=CC=C2C(=N1)C(=C(N2)C2CC2)C#N